(R)-3-chloro-2-(3-(5-(trifluoromethyl)pyridin-2-yloxy)pyrrolidin-1-yl)benzonitrile ClC=1C(=C(C#N)C=CC1)N1C[C@@H](CC1)OC1=NC=C(C=C1)C(F)(F)F